COC1=C(C=C(C=N1)NCC(C(=O)O)=C)\C=C\[C@@H]1CC[C@H](CC1)C(F)(F)F 2-[[[6-methoxy-5-[(E)-2-[trans-4-(trifluoromethyl)cyclohexyl]vinyl]-3-pyridyl]amino]methyl]prop-2-enoic acid